5-oxopentanoate O=CCCCC(=O)[O-]